diethyl (bromodifluoromethyl)phosphonate BrC(F)(F)P(OCC)(OCC)=O